BrC=1C(=NC2=CC(=CC(=C2C1)F)Br)N 3,7-dibromo-5-fluoroquinolin-2-amine